C(CCC)NC(NC1=CC=C(C=C1)C1=C2C(=NC=C1)NC=C2)=O 4-(4-(3-butylureido)phenyl)-1H-pyrrolo[2,3-b]pyridin